1-Butylperoxy diethylacetate C(C)C(C(=O)OOOCCCC)CC